O1CCOCC1 1,4-dioxane